BrC1=NC(=CC(=C1)NCC=1N=C2N(C=C(C=C2)C2CC2)C1)OC 2-bromo-N-((6-cyclopropylimidazo[1,2-a]pyridin-2-yl)methyl)-6-methoxypyridin-4-amine